NC1=CC(=NC=N1)NC1=CC(=C2N(C1=O)C1(C(C3=CC=CC=C3C1)F)NC2=O)C 6-((6-aminopyrimidin-4-yl)amino)-1'-fluoro-8-methyl-1',3'-dihydro-2H-spiro[imidazo[1,5-a]pyridine-3,2'-indene]-1,5-dione